NC1C(CC(CC1)CC1CC(C(CC1)N)CC)CC Bis(4-amino-3-ethyl-cyclohexyl)methan